Ethyl 4-{[3-(5-isopropyl-1,3,4-oxadiazol-2-yl)-2-methoxyphenyl]amino}-2-(pyridin-2-ylamino)pyrimidine-5-carboxylate C(C)(C)C1=NN=C(O1)C=1C(=C(C=CC1)NC1=NC(=NC=C1C(=O)OCC)NC1=NC=CC=C1)OC